(S)-lactamide C([C@@H](O)C)(=O)N